C(CCCCCCCC)(=O)OC1=CC=CC=C1 nonanoyloxybenzene